5H-imidazo[5,1-a]isoindole-5-ethanol C=1N=CN2C1C1=CC=CC=C1C2CCO